isodocosane CCCCCCCCCCCCCCCCCCCC(C)C